CN(C1(CCC2(CN(C(N2CC2(CCC2)F)=O)CC2=CC=C(C=C2)OC)CC1)C1=CC=CC=C1)C cis-8-dimethylamino-1-[(1-fluoro-cyclobutyl)-methyl]-3-[(4-methoxyphenyl)-methyl]-8-phenyl-1,3-diazaspiro[4.5]decan-2-one